1-(2-isopropylphenyl)-3-methyl-1,4,5,6-tetrahydropyrrolo[3,4-c]pyrazole C(C)(C)C1=C(C=CC=C1)N1N=C(C2=C1CNC2)C